5-(3,5-dihydroxyphenyl)pentanoic acid OC=1C=C(C=C(C1)O)CCCCC(=O)O